O[C@@H]1[C@H](CO[C@@H]([C@@H]1O)CO)NC1=NC(=CC=N1)OCC 2-(((3S,4R,5R,6R)-4,5-dihydroxy-6-(hydroxymethyl)tetrahydro-2H-pyran-3-yl)amino)-6-ethoxypyrimidine